4-{4-[(6S)-6-(2-methoxy-2-oxoethyl)-2,3,9-trimethyl-6H-thieno[3,2-f][1,2,4]triazolo[4,3-a][1,4]diazepin-4-yl]phenyl}-3,6-dihydropyridine-1(2H)-carboxylic acid tert-butyl ester C(C)(C)(C)OC(=O)N1CCC(=CC1)C1=CC=C(C=C1)C1=N[C@H](C=2N(C3=C1C(=C(S3)C)C)C(=NN2)C)CC(=O)OC